3-iodo-1-(4-methoxyphenyl)propan-1-one ICCC(=O)C1=CC=C(C=C1)OC